4-(2-aminoethyl)piperazin-1-yl-3-methylpyrimidin-4(3H)-one NCCN1CCN(CC1)C1=NC=CC(N1C)=O